The molecule is a pyrimidine 2'-deoxyribonucleoside having thymine as the nucleobase. It has a role as a metabolite, a human metabolite, an Escherichia coli metabolite and a mouse metabolite. It derives from a thymine. It is an enantiomer of a telbivudine. CC1=CN(C(=O)NC1=O)[C@H]2C[C@@H]([C@H](O2)CO)O